FC(CN1N=CC=2C1=NC(=CN2)N2CCC1(C(N(C(N1CC)=O)C1=CC(=NC=C1)C(F)(F)F)=O)CC2)F 8-(1-(2,2-difluoroethyl)-1H-pyrazolo[3,4-b]pyrazin-6-yl)-1-ethyl-3-(2-(trifluoromethyl)pyridin-4-yl)-1,3,8-triazaspiro[4.5]decane-2,4-dione